C1(CC1)NCCC1CN(C1)C(=O)O 3-(2-(cyclopropylamino)ethyl)azetidine-1-carboxylic acid